2-(6-(azidomethyl)pyridin-2-yl)-2-methylpropanenitrile N(=[N+]=[N-])CC1=CC=CC(=N1)C(C#N)(C)C